OC1=CC=CC=C1C1=CC=CC(=C1)O 6,5'-dihydroxybiphenyl